CC=1C(=NC(=NC1)NC1=CC=C(C=C1)N1CCN(CC1)C)NC1=CC(=C(C=C1)Cl)[N+](=O)[O-] 5-Methyl-N4-(4-chloro-3-nitrophenyl)-N2-[4-(4-methylpiperazin-1-yl)phenyl]pyrimidine-2,4-diamine